3-[[4-[(2R)-2-[(6-cyclopropylfuro[2,3-b]pyrazin-2-yl)methylamino]-3-(1-fluorocyclobutyl)propoxy]-6-(2,6-dimethylphenyl)pyrimidin-2-yl]sulfamoyl]benzoic acid C1(CC1)C1=CC=2C(=NC=C(N2)CN[C@@H](COC2=NC(=NC(=C2)C2=C(C=CC=C2C)C)NS(=O)(=O)C=2C=C(C(=O)O)C=CC2)CC2(CCC2)F)O1